(3R,6S,9aS)-6-benzyl-3-isobutyl-8-(1-methylpiperidin-4-yl)-1-((E)-3-(pyridin-2-yl)acryloyl)tetrahydropyrazino[2,1-c][1,2,4]oxadiazine-4,7(3H,6H)-dione C(C1=CC=CC=C1)[C@H]1C(N(C[C@@H]2N(O[C@@H](C(N21)=O)CC(C)C)C(\C=C\C2=NC=CC=C2)=O)C2CCN(CC2)C)=O